NC1=C2N(C(N(C2=NC(N1)=NS(=O)(=O)CCC)CC1=CC=CC=C1)=O)C(=O)NC 6-amino-9-benzyl-N-methyl-8-oxo-2-(propylsulfonylimino)purine-7-carboxamide